C(C)OC=1C=CC=2C[C@@H]3[C@@H]4C=C[C@@H]([C@H]5[C@@]4(C2C1O5)CCN3C)O 4,5α-epoxy-3-ethoxy-17-methyl-7-morphinen-6a-ol